(S)-N'-((1,2,3,5,6,7-hexahydro-s-indacen-4-yl)carbamoyl)-5-((R)-pyrrolidin-2-yl)thiophene-2-sulfonimidamide C1CCC2=C(C=3CCCC3C=C12)NC(=O)N=[S@@](=O)(N)C=1SC(=CC1)[C@@H]1NCCC1